CC(C[C@H]1[C@@H](C[C@H]2N(CCC3=CC(=C(C=C23)OC)OCCOC2(CCOCC2)C#N)C1)O)(C)C 4-(2-{[(2R,3R,11bR)-3-(2,2-dimethylpropyl)-2-hydroxy-10-methoxy-1H,2H,3H,4H,6H,7H,11bH-pyrido[2,1-a]isoquinolin-9-yl]oxy}ethoxy)oxane-4-carbonitrile